2-((S)-1-((E)-3-cyclopropylacryloyl)-4-((S)-2-(((S)-1-methylpyrrolidin-2-yl)methoxy)-7-(naphthalen-1-yl)-5,6,7,8-tetrahydroquinazolin-4-yl)piperazin-2-yl)acetonitrile formate salt C(=O)O.C1(CC1)/C=C/C(=O)N1[C@H](CN(CC1)C1=NC(=NC=2C[C@H](CCC12)C1=CC=CC2=CC=CC=C12)OC[C@H]1N(CCC1)C)CC#N